Xylonic acid O=C([C@H](O)[C@@H](O)[C@H](O)CO)O